4-((2s,5r)-4-(1-(2-cyclopropylbenzo[d]oxazol-5-yl)ethyl)-2,5-diethylpiperazin-1-yl)-1-methyl-2-oxo-1,2-dihydropyrido[3,2-d]pyrimidine-6-carbonitrile C1(CC1)C=1OC2=C(N1)C=C(C=C2)C(C)N2C[C@@H](N(C[C@H]2CC)C=2C1=C(N(C(N2)=O)C)C=CC(=N1)C#N)CC